(3R,4R)-4-Aminooxan-3-ol hydrochloride Cl.N[C@H]1[C@H](COCC1)O